NCCCCCN1CCN(CC1)C1=C(C=C(C=C1)C1(NC=C(C(=N1)NC1=CC=C2C=NNC2=C1)C)N)OC 2-(4-(4-(5-aminopentyl)piperazin-1-yl)-3-methoxyphenyl)-N4-(1H-indazol-6-yl)-5-methylpyrimidine-2,4-diamine